4,6-bis(tert-butyl)phenolate C(C)(C)(C)C1=CC=C(C(=C1)C(C)(C)C)[O-]